FC=1C=C2C(OC(C2=CC1)=CC=1C=CC=NC1)=O 5-((5-fluoro-3-oxoisobenzofuran-1(3H)-ylidene)methyl)pyridine